(S)-Methyl 2-((3R,5R,6S)-3-allyl-5-(3-chlorophenyl)-6-(4-chlorophenyl)-2-oxopiperidin-1-yl)butanoate C(C=C)[C@H]1C(N([C@@H]([C@H](C1)C1=CC(=CC=C1)Cl)C1=CC=C(C=C1)Cl)[C@H](C(=O)OC)CC)=O